3-iodo-5-methoxy-2-((2-(trimethylsilyl)ethoxy)methyl)-2H-pyrazolo[3,4-c]pyridine IC=1N(N=C2C=NC(=CC21)OC)COCC[Si](C)(C)C